N[C@@H]1[C@@](CCC1)(F)C1=C(C=2N=C(N=C(C2S1)NCC=1OC=CC1)Cl)C 6-((1R,2S)-2-amino-1-fluorocyclopentyl)-2-chloro-N-(furan-2-ylmethyl)-7-methylthieno[3,2-d]pyrimidin-4-amine